(2S,4S)-4-(cyclopropylmethoxy)-2-(4-(methoxycarbonyl)phenyl)piperidine-1-carboxylic acid benzyl ester C(C1=CC=CC=C1)OC(=O)N1[C@@H](C[C@H](CC1)OCC1CC1)C1=CC=C(C=C1)C(=O)OC